triethylene glycol di(2-ethylvalerate) C(C)C(C(=O)OCCOCCOCCOC(C(CCC)CC)=O)CCC